3-chloropropyl (6-bromopyridin-2-yl)carbamate BrC1=CC=CC(=N1)NC(OCCCCl)=O